tert-butyl 5-[3-(2,4-dioxo-1,3-diazinan-1-yl)-1-methylindazol-6-yl]-2,5-diazabicyclo[4.1.0]heptane-2-carboxylate O=C1N(CCC(N1)=O)C1=NN(C2=CC(=CC=C12)N1CCN(C2CC12)C(=O)OC(C)(C)C)C